C(C=CCCC)(=O)[O-].[Na+] sodium hexenoate